Spiro[5.5]undec-8-en C1CCCCC12CC=CCC2